COC(=O)C1=CC2=CC=CC=C2C(=C1O)C1=C(OC(C2=CC=CC=C12)=O)C1=NC=CC=C1.C1(=CC=C(C=C1)C=1C=C(C=NC1)C=C1C(NC(S1)=O)=O)C 5-((5-(p-tolyl)Pyridin-3-yl)methylene)thiazolidine-2,4-dione Methyl-3-hydroxy-4-(1-oxo-3-(pyridin-2-yl)-1H-isochromen-4-yl)-2-naphthoate